C1(CC1)CN1C(=CN2C1=NC(=C(C2=O)C2=CC=C(C=C2)OCC(F)(F)F)C(F)(F)F)C 1-(cyclopropylmethyl)-2-methyl-6-[4-(2,2,2-trifluoroethoxy)phenyl]-7-(trifluoromethyl)-1H,5H-imidazo[1,2-a]pyrimidin-5-one